methyl 2-(((R)-2-(3-bromo-5-chlorophenyl)-2-((R)-1,1-dimethylethylsulfinamido)ethyl)amino)-3-methoxypropanoate BrC=1C=C(C=C(C1)Cl)[C@H](CNC(C(=O)OC)COC)N[S@](=O)C(C)(C)C